N-(3-{5-[(R)-(1,3-Dimethyl-azetidin-3-yl)-hydroxy-(4-isopropyl-phenyl)-methyl]-pyridin-3-yl}-1,1-dimethyl-prop-2-ynyl)-isobutyramide CN1CC(C1)(C)[C@@](C=1C=C(C=NC1)C#CC(C)(C)NC(C(C)C)=O)(C1=CC=C(C=C1)C(C)C)O